[C@H](C)(CC)N1N=CC(=C1)C=1C=2N(C=C(N1)C=1C=NN(C1)C[C@@H](CO)O)N=CC2 (S)-3-(4-(4-(1-((S)-sec-butyl)-1H-pyrazol-4-yl)pyrazolo[1,5-a]pyrazin-6-yl)-1H-pyrazol-1-yl)propane-1,2-diol